ethyl 2-[[5-[9-(2-methoxyphenyl)-6,7,8,9-tetrahydropyrido[1,2-a]benzimidazol-2-yl]pyrimidin-2-yl]amino]acetate COC1=C(C=CC=C1)C1CCCC2=C1N1C(=N2)C=CC(=C1)C=1C=NC(=NC1)NCC(=O)OCC